racemic-N-(3-cyclopropoxy-1-(1,1-difluoropropan-2-yl)-1H-pyrazol-4-yl)formamide C1(CC1)OC1=NN(C=C1NC=O)[C@@H](C(F)F)C |r|